tert-Butyl 10-methyl-8-(1-methyl-1H-pyrazol-3-yl)-11-oxo-3,4,8,9,10,11-hexahydro-1H-pyrido[4',3':3,4]pyrazolo[1,5-a][1,4]diazepine-2(7H)-carboxylate CN1C(C=2N(CC(C1)C1=NN(C=C1)C)N=C1C2CN(CC1)C(=O)OC(C)(C)C)=O